8-fluoro-N-(4,4,4-trifluoro-2-methyl-1-phenylbut-2-yl)quinoline-3-carboxamide FC=1C=CC=C2C=C(C=NC12)C(=O)NC(CC1=CC=CC=C1)(CC(F)(F)F)C